(S)-(3-((5-fluoro-2-(4-methylthiazol-5-yl)pyridin-4-yl)oxy)azetidin-1-yl)(5-(5-fluoropyridin-3-yl)-4,5-dihydro-1H-pyrazol-1-yl)methanone FC=1C(=CC(=NC1)C1=C(N=CS1)C)OC1CN(C1)C(=O)N1N=CC[C@H]1C=1C=NC=C(C1)F